4,7-Dichloro-6-(4-((2-(4-hydroxypiperidin-1-yl)ethyl)(methyl)amino)phenyl)-2H-indazol ClC=1C2=CNN=C2C(=C(C1)C1=CC=C(C=C1)N(C)CCN1CCC(CC1)O)Cl